1-allyl-4-hydroxy-1-methyl-4-sulfinopiperidinium C(C=C)[N+]1(CCC(CC1)(S(=O)O)O)C